2-(3-Methoxyphenyl)-1,5-dimethyl-1,2-dihydro-3H-pyrazol-3-one COC=1C=C(C=CC1)N1N(C(=CC1=O)C)C